CN1CC(CC1)C(=O)N methyl-pyrrolidine-3-carboxamide